2-[cyclobutyl(4-fluorophenyl)methoxy]-4-(4,4,5,5-tetramethyl-1,3,2-dioxaborolan-2-yl)aniline C1(CCC1)C(OC1=C(N)C=CC(=C1)B1OC(C(O1)(C)C)(C)C)C1=CC=C(C=C1)F